3-(3-bromo-5-(2-methylprop-1-en-1-yl)-1H-pyrazol-1-yl)piperidine BrC1=NN(C(=C1)C=C(C)C)C1CNCCC1